BrC1=CC(=CC=2CC(OC21)(C)C)Cl 7-BROMO-5-CHLORO-2,2-DIMETHYL-3H-1-BENZOFURAN